ClC1=CC=C(C[C@@H]2C[C@@H](N(C2)C(=O)OC(C)(C)C)C(=O)OC)C=C1 1-(tert-butyl) 2-methyl (2R,4R)-4-(4-chlorobenzyl)pyrrolidine-1,2-dicarboxylate